4-(3,4-dimethylpiperazin-1-yl)-1H-benzo[d]imidazole CC1CN(CCN1C)C1=CC=CC=2NC=NC21